3-(4-fluoro-3-hydroxyphenyl)-3-oxopropionitrile FC1=C(C=C(C=C1)C(CC#N)=O)O